(3-bromophenyl)(4-methyl-4H-1,2,4-triazol-3-yl)(phenyl)-methanol BrC=1C=C(C=CC1)C(O)(C1=CC=CC=C1)C1=NN=CN1C